FC=1C=2N(C=C(C1)NC(=O)C1=CC=C(C=3C1=NN(N3)C)N3CCN(CC3)C(=O)OC(C)(C)C)C=C(N2)C tert-butyl 4-[7-({8-fluoro-2-methylimidazo[1,2-a]pyridin-6-yl} carbamoyl)-2-methyl-1,2,3-benzotriazol-4-yl]piperazine-1-carboxylate